2,5-dibromoterephthalaldehyde BrC1=C(C=O)C=C(C(=C1)C=O)Br